FC=1C=C(CNC(=O)C2[C@H]3CN(C[C@@H]23)C(C)C2=CC=CC3=CC=CC=C23)C=CC1 (1R,5S,6r)-N-(3-Fluorobenzyl)-3-(1-(naphthalen-1-yl)ethyl)-3-azabicyclo[3.1.0]hexane-6-carboxamide